O=C(C(=O)O)CCC(=O)O α-keto-Glutaric Acid